C1(=CC=CC=C1)[C@@H]1CN(CC12CCCC2)C(=O)C2=CN=CC(N2)=O (S)-6-[4-Phenyl-2-azaspiro[4.4]nonane-2-carbonyl]-1H-pyrazin-2-one